(Z)-7-(3-(1-cyano-2-(5-cyano-2-methoxyphenyl)vinyl)-6-methoxy-1H-indol-1-yl)-7-oxoheptylphosphonic acid dibenzyl ester C(C1=CC=CC=C1)OP(OCC1=CC=CC=C1)(=O)CCCCCCC(=O)N1C=C(C2=CC=C(C=C12)OC)/C(=C/C1=C(C=CC(=C1)C#N)OC)/C#N